Ethyl 2-((2-((2,4-diethylbenzyl)amino)pyrido[3,2-d]pyrimidin-4-yl)amino)-2-ethylhexanoate C(C)C1=C(CNC=2N=C(C3=C(N2)C=CC=N3)NC(C(=O)OCC)(CCCC)CC)C=CC(=C1)CC